hexahydropyrazin N1CCNCC1